O=C1NC(CCC1N1N=NC2=C(C1=O)C(=CC=C2)NCCOCCOCCNC(OC(C)(C)C)=O)=O tert-butyl (2-(2-(2-((3-(2,6-dioxopiperidin-3-yl)-4-oxo-3,4-dihydrobenzo[d][1,2,3]triazin-5-yl)amino)ethoxy)ethoxy)ethyl)carbamate